N[C@H]1C[C@](OCC1)(C)C(=O)N1[C@H](C2=CC=CC=C2CC1)C1=CC=C(C=C1)F ((2R,4R)-4-amino-2-methyltetrahydro-2H-pyran-2-yl)((S)-1-(4-fluorophenyl)-3,4-dihydroisoquinolin-2(1H)-yl)methanone